dihydroxy-4-tert-butoxybenzophenone OC=1C(=C(C(=O)C2=CC=CC=C2)C=CC1OC(C)(C)C)O